BrC=1C=C2C(=NC=NC2=C(C1)Br)N(C(C)C1=NC=NN1C1=CC=C(C=N1)C#N)C 6-[5-[1-[(6,8-dibromoquinazolin-4-yl)-methyl-amino]ethyl]-1,2,4-triazol-1-yl]pyridin-3-carbonitrile